(2-cyclopropyl-2-(3-((3-((diisopropylamino)methyl)-4-(5-fluoro-2-methoxypyridin-4-yl)phenoxy)methyl)phenyl)ethyl)phosphonic acid C1(CC1)C(CP(O)(O)=O)C1=CC(=CC=C1)COC1=CC(=C(C=C1)C1=CC(=NC=C1F)OC)CN(C(C)C)C(C)C